C(C)(C)(C)N(C(O)=O)CCNS(=O)(=O)CCO.FC=1C=C(C=CC1S(=O)(=O)C)N(C(C)=O)C1=NC=CC(=C1)[N+](=O)[O-] N-[3-fluoro-4-(methylsulfonyl)phenyl]-N-(4-nitropyridin-2-yl)acetamide tert-butyl-{2-[(2-hydroxyethanesulfonyl)amino]ethyl}carbamate